S1C(=CC=C1)N1CCC(CC1)C(=O)O 1-(thiophene-2-yl)piperidine-4-carboxylic acid